N-(1-(5-(6-ethoxy-1H-pyrazolo[3',4':3,4]pyrazolo[1,5-a]pyridin-4-yl)pyridin-2-yl)-4-(hydroxymethyl)piperidin-4-yl)-2,6-difluorobenzamide C(C)OC=1C=C(C=2N(C1)N=C1C2C=NN1)C=1C=CC(=NC1)N1CCC(CC1)(CO)NC(C1=C(C=CC=C1F)F)=O